COC=1C=C(C(=O)OCOC(N([C@H](C)C2=C(C=CC(=C2)OCC(F)(F)F)F)C(C2=C(N=CC(=C2)C2=CC=3N(C=C2)N=C(N3)N)C)=O)=O)C=CC1OP(=O)(O)O (R)-(((5-(2-amino-[1,2,4]triazolo[1,5-a]pyridin-7-yl)-2-methylnicotinoyl)(1-(2-fluoro-5-(trifluoroethoxy)phenyl)ethyl)carbamoyl)oxy)methyl 3-methoxy-4-(phosphonooxy)benzoate